C(=CC1=CC=CC=C1)CN(CCC[Si](OCC)(OCC)OCC)CCN 3-(N-styrylmethyl-2-aminoethylamino)propyltriethoxysilane